Cl.C(C)(C)(C)C=1SC(=C(N1)C=1C(=C(C=CC1)C(CC)S(=O)(=O)N)F)C1=NC(=NC=C1)NC=1C=NN(C1)CC1CCNCC1 {3-[2-tert-butyl-5-(2-{[1-(piperidin-4-ylmethyl)pyrazol-4-yl]amino}pyrimidin-4-yl)-1,3-thiazol-4-yl]-2-fluorophenyl}propane-1-sulfonamide hydrochloride salt